(R)-N-(2-chloro-3-((3,5-dimethyl-4-oxo-3,4-dihydroquinazolin-6-yl)amino)-4,5-difluoroPhenyl)-3-fluoropyrrolidine-1-sulfonamide ClC1=C(C=C(C(=C1NC=1C(=C2C(N(C=NC2=CC1)C)=O)C)F)F)NS(=O)(=O)N1C[C@@H](CC1)F